6-((5-(4-fluorophenyl)thiophene-2-yl)methyl)-6'-methyl-3',4',5',6'-tetrahydro-3H-spiro[isobenzofuran-1,2'-pyran]-3',4',5'-triol FC1=CC=C(C=C1)C1=CC=C(S1)CC1=CC=C2COC3(OC(C(C(C3O)O)O)C)C2=C1